P(=S)(O)(O)O.C(CCCCCCC)[Zn]CCCCCCCC bis-octyl-zinc thiophosphate